C(#C)C1=CC(N(C=2N=C(N=CC21)NC2=CC=C(C=C2)N2CCN(CC2)C)C2CCC(CC2)NC(CCC(=O)OC)=O)=O Methyl 4-(((1s,4s)-4-(5-ethynyl-2-((4-(4-methylpiperazin-1-yl)phenyl)amino)-7-oxopyrido[2,3-d]pyrimidin-8(7H)-yl)cyclohexyl)amino)-4-oxobutanoate